C1=CC=CC2=CC3=CC4=CC5=CC=CC=C5C=C4C=C3C=C12.[C] carbon pentacene